CC1=CC(=NC(=N1)N1CCNCC1)N1C[C@@H](CC1)NC(OC(C)(C)C)=O tert-butyl (R)-(1-(6-methyl-2-(piperazin-1-yl)pyrimidin-4-yl)pyrrolidin-3-yl)carbamate